(S)-1-(5-chloro-3-fluoropyridin-2-yl)-3-isopropyl-4-((S)-1-(4-(trifluoromethyl)phenyl)ethyl)piperazine-2,5-dione ClC=1C=C(C(=NC1)N1C([C@@H](N(C(C1)=O)[C@@H](C)C1=CC=C(C=C1)C(F)(F)F)C(C)C)=O)F